1-(tert-butoxycarbonyl)-7-chloro-5-fluoro-1H-indole-2-carboxylic acid C(C)(C)(C)OC(=O)N1C(=CC2=CC(=CC(=C12)Cl)F)C(=O)O